(S)-2-(5-chloro-3-cyano-4,6-dimethylpyridin-2-ylamino)-N1-(4-fluorophenyl)-N1-methylsuccinamide ClC=1C(=C(C(=NC1C)N[C@H](C(=O)N(C)C1=CC=C(C=C1)F)CC(=O)N)C#N)C